(S)-N-(1-amino-3-hydroxy-2-methyl-1-oxopropan-2-yl)-6-fluoro-2-methyl-5-(phenylthio)benzofuran-3-carboxamide NC([C@@](CO)(C)NC(=O)C1=C(OC2=C1C=C(C(=C2)F)SC2=CC=CC=C2)C)=O